2-(5-chloro-3-methyl-1H-pyrazol-4-yl)-6-(4-ethyl-3-(hydroxymethyl)-5-oxo-4,5-dihydro-1H-1,2,4-triazol-1-yl)-7-fluoro-4-(prop-1-en-2-yl)isoquinolin-1(2H)-one ClC1=C(C(=NN1)C)N1C(C2=CC(=C(C=C2C(=C1)C(=C)C)N1N=C(N(C1=O)CC)CO)F)=O